1-methyl-pyrazole-3-carbaldehyde CN1N=C(C=C1)C=O